1,2-di(oxiran-2-yl)ethane O1C(C1)CCC1OC1